C(COC(=O)C1=CC=C(C(=O)O)C=C1)OC(=O)C1=CC=C(C(=O)O)C=C1 4,4'-((ethane-1,2-diylbis(oxy))bis(carbonyl))dibenzoic acid